ClC=1C(=NC=C(C1)C(=O)OC)C=1CCN(CC1)CC(F)(F)F methyl 3-chloro-1'-(2,2,2-trifluoroethyl)-3',6'-dihydro-2'H-[2,4'-bipyridine]-5-carboxylate